NC1=NC=CC(=C1Cl)C=1C=2N(C(=NC1C)N1CCC3(CC1)[C@@H](C1=CC=CC=C1C3)N[S@](=O)C(C)(C)C)C=CN2 (R)-N-((S)-1'-(8-(2-amino-3-chloropyridin-4-yl)-7-methylimidazo[1,2-c]pyrimidin-5-yl)-1,3-dihydrospiro[indene-2,4'-piperidin]-1-yl)-2-methylpropan-2-sulfinamide